COC1=CC=C(CN2N=C(N=N2)C2=CC=C(C=C2)S(=O)(=O)NCC(=O)N)C=C1 2-(4-(2-(4-methoxybenzyl)-2H-tetrazol-5-yl)phenylsulfonylamino)acetamide